para-methoxyethylamphetamine COCCC1=CC=C(CC(N)C)C=C1